(2-hydroxyethyl)(8-oxo-8-((2-propylnonyl)oxy)octyl amino)octanoate OCCC(C(=O)[O-])(CCCCCC)NCCCCCCCC(OCC(CCCCCCC)CCC)=O